N=1N(N=C2C1C=CC=C2)C(CC2=C(C=CC(=C2)C)O)CCCC(CC)N2C(C=1C(C2=O)=CC=CC1)=O 2-(2H-benzotriazol-2-yl)-6-phthalimido-octyl-4-methylphenol